FC(OC=1C(N(C=C(C1)C1=C(C=CC(=C1)CS(=O)(=O)CC)OC1=C(C=C(C=C1)F)F)C)=O)F 3-(difluoromethoxy)-5-[2-(2,4-difluorophenoxy)-5-(ethylsulfonylmethyl)phenyl]-1-methylpyridin-2-one